ClC1=CC(=C(C=C1)C1(OC2=C(O1)C=CC=C2C2CCN(CC2)CC=2N(C(=CN2)/C=C/C(=O)OCC)CC2CN(C2)S(=O)(=O)C)C)F ethyl (E)-3-(2-((4-(2-(4-chloro-2-fluorophenyl)-2-methylbenzo[d][1,3]dioxol-4-yl)piperidin-1-yl)methyl)-1-((1-(methylsulfonyl)azetidin-3-yl)methyl)-1H-imidazol-5-yl)acrylate